OCCOC1=C(C(=O)N)C=CC=C1 2-(2-hydroxyethoxy)benzamide